N1=CC=C2N1C=C(C=C2)N2CCN(CC2)C(=O)OC(C)(C)C tert-butyl 4-(pyrazolo[1,5-a]pyridin-6-yl)piperazine-1-carboxylate